ClC=1C2=CN(N=C2C(=C(C1)C1=CC=C(C=C1)[C@@H]1[C@H](CN(CC1)CC)F)Cl)C(C(=O)NC=1SC=CN1)C1=C2N(C=N1)C[C@@H](C2)F 2-(4,7-dichloro-6-(4-((3R,4R)-1-ethyl-3-fluoropiperidin-4-yl)phenyl)-2H-indazol-2-yl)-2-((R)-6-fluoro-6,7-dihydro-5H-pyrrolo[1,2-c]imidazol-1-yl)-N-(thiazol-2-yl)acetamide